methyl (2S,4S)-4-[3-[2-[2-[3-(tert-butoxycarbonylamino)propylamino]-2-oxo-ethyl]indazol-4-yl]phenoxy]-1-[1-(2-chloro-4-fluoro-phenyl)pyrazole-4-carbonyl]pyrrolidine-2-carboxylate C(C)(C)(C)OC(=O)NCCCNC(CN1N=C2C=CC=C(C2=C1)C=1C=C(O[C@H]2C[C@H](N(C2)C(=O)C=2C=NN(C2)C2=C(C=C(C=C2)F)Cl)C(=O)OC)C=CC1)=O